C(CCC)C=1SC2=C(N1)C=CC(=C2)OC\C(\CN)=C\F (E)-2-(((2-butyl-benzo[d]thiazol-6-yl)oxy)methyl)-3-fluoroprop-2-en-1-amine